3-bromoprop-1-yne BrCC#C